ClC=1C=C(C(=NC1)OC)S(=O)(=O)NC=1C(=C(C(=CC1)F)[C@@H]1N(CC=2N(C1)C=NC2C(=O)NC)C)F (6S)-6-[3-(5-chloro-2-methoxypyridine-3-sulfonamido)-2,6-difluorophenyl]-N,7-dimethyl-5H,6H,8H-imidazo[1,5-a]pyrazine-1-carboxamide